BrC=1C=CC=C2CN(C(C12)=O)CC1(CCC1)O 7-bromo-2-((1-hydroxycyclobutyl)methyl)isoindolin-1-one